O=C1NC(CCC1N1C(C2=CC=C(C=C2C1=O)NCCCCC(=O)O)=O)=O 5-((2-(2,6-dioxopiperidin-3-yl)-1,3-dioxoisoindolin-5-yl)amino)pentanoic acid